2-chloro-6-methoxy-α-(3,3,3-trifluoropropyl)benzenemethanol ClC1=C(C(=CC=C1)OC)C(O)CCC(F)(F)F